(Z)-1-(3-(5-chloro-2-isopropylphenyl)-4-oxothiazolidine-2-ylidene)-3-((4-(1-(4-(trifluoromethoxy)phenyl)-1H-1,2,4-triazol-3-yl)benzyl)oxy)urea ClC=1C=CC(=C(C1)N1/C(/SCC1=O)=N/C(=O)NOCC1=CC=C(C=C1)C1=NN(C=N1)C1=CC=C(C=C1)OC(F)(F)F)C(C)C